1-[(7RS)-2-(4-chlorophenyl)-7-methyl-3-(pyridin-4-yl)-6,7-dihydropyrazolo[1,5-a]pyrazin-5(4H)-yl]prop-2-en-1-one ClC1=CC=C(C=C1)C1=NN2C(CN(C[C@H]2C)C(C=C)=O)=C1C1=CC=NC=C1 |r|